N-[(5-Chlorothiophen-2-yl)methyl]-3-{1-[2-(morpholin-4-yl)ethyl]piperidin-4-yl}-1H-pyrazol-5-amin ClC1=CC=C(S1)CNC1=CC(=NN1)C1CCN(CC1)CCN1CCOCC1